FC=1C=CC=2C(N1)=NNC2C(=O)OC(C)(C)C tert-butyl 6-fluoro-2H-pyrazolo[3,4-b]pyridine-3-carboxylate